7,7'-Cycloheptane-1,1-diylbis(1,2,2,4-tetramethyl-1,2-dihydroquinoline) C1(CCCCCC1)(C1=CC=C2C(=CC(N(C2=C1)C)(C)C)C)C1=CC=C2C(=CC(N(C2=C1)C)(C)C)C